C1(CC1)C1=NNC(=N1)C1CC2(CN(C2)C(=O)N2CC3(C2)CC(C3)OC3=CC=C(C=C3)S(=O)(=N)C(F)(F)F)C1 [6-(3-cyclopropyl-1H-1,2,4-triazol-5-yl)-2-azaspiro[3.3]heptan-2-yl]-[6-[4-(trifluoromethylsulfonimidoyl)phenoxy]-2-azaspiro[3.3]heptan-2-yl]methanone